(2S,3R,4R,5S)-1-(3-fluorophenethyl)-2-(hydroxymethyl)piperidine-3,4,5-triol FC=1C=C(CCN2[C@H]([C@H]([C@@H]([C@H](C2)O)O)O)CO)C=CC1